N[C@H]1CN(CCC1)C=1N=CC(=NC1)NC1=CC=C(C=C1)C1=CC2=C(N=CN=C2N2CCOCC2)N1 (R)-5-(3-aminopiperidin-1-yl)-N-(4-(4-morpholino-7H-pyrrolo[2,3-d]pyrimidin-6-yl)phenyl)pyrazin-2-amine